5-Amino-N-(3-cyano-1H-indol-7-yl)-1-methyl-pyrazol-4-sulfonamid NC1=C(C=NN1C)S(=O)(=O)NC=1C=CC=C2C(=CNC12)C#N